C(N)(=O)C=1C=C(SC1)CNC(=O)[C@H]1N([C@H]2C[C@]2(C1)C)C(CNC(C1=CC=C(C=C1)OC1=CC=CC=C1)=O)=O (1S,3S,5S)-N-((4-carbamoylthiophen-2-yl)methyl)-5-methyl-2-((4-phenoxybenzoyl)-glycyl)-2-azabicyclo[3.1.0]hexane-3-carboxamide